3-tert-butyl-1,8-dimethyl-5-[[(1R)-1-[3-(2-amino-1,1-difluoro-ethyl)-2-fluoro-phenyl]ethyl]amino]imidazo[4,5-g]phthalazin-2-one C(C)(C)(C)N1C(N(C2=CC=3C(=NN=C(C3C=C21)N[C@H](C)C2=C(C(=CC=C2)C(CN)(F)F)F)C)C)=O